fluoro-2-phenyl-2,3-dihydrobenzofuran FC1(OC2=C(C1)C=CC=C2)C2=CC=CC=C2